ClC1=NC=C(C2=CC=C(C=C12)OCC#N)C1=C(C=C(C=C1)C)Cl 2-((1-chloro-4-(2-chloro-4-methylphenyl)isoquinolin-7-yl)oxy)acetonitrile